(Z)-7-(5-(2-bromo-4-methoxybenzylidene)-2,4-dioxathiazolidine-3-yl)-N-hydroxyheptanamide BrC1=C(\C=C/2\ON(OS2)CCCCCCC(=O)NO)C=CC(=C1)OC